2,3-bis(2-ethyl-butyl)succinate C(C)C(CC(C(=O)[O-])C(C(=O)[O-])CC(CC)CC)CC